CC1=C(OC=2CCC3=CN(N=C3C21)CCN2CCNCC2)C(=O)NC[C@H]2OCCC2 8-methyl-2-[2-(piperazin-1-yl)ethyl]-N-[(2S)-tetrahydrofuran-2-ylmethyl]-4,5-dihydro-2H-furo[2,3-g]indazole-7-carboxamide